4-(3-(2-chloroacetyl)-4-fluoro-2,5-dimethyl-1H-pyrrol-1-yl)-2-fluorobenzonitrile ClCC(=O)C1=C(N(C(=C1F)C)C1=CC(=C(C#N)C=C1)F)C